1-(4-methoxybenzyl)-3-((2S,4s,6S)-6-(1,2,3,4-tetrahydroquinoline-1-carbonyl)spiro[3.3]heptan-2-yl)urea COC1=CC=C(CNC(=O)NC2CC3(C2)CC(C3)C(=O)N3CCCC2=CC=CC=C32)C=C1